C(C)(=O)C=1C=C(C=CC1)NC(=O)NC=1C=C2C(N(C=NC2=CC1)N1CCOCC1)=O 1-(3-acetylphenyl)-3-(3-morpholino-4-oxo-3,4-dihydroquinazolin-6-yl)urea